2-((4-morpholino-6-(3-(m-tolyl)-1H-pyrazol-1-yl)pyrimidin-2-yl)oxy)-1-phenylethan-1-one O1CCN(CC1)C1=NC(=NC(=C1)N1N=C(C=C1)C=1C=C(C=CC1)C)OCC(=O)C1=CC=CC=C1